tert-butyl ((1S,3S)-3-(3-(6-(pyrrolidin-1-yl)-1H-benzo[d]imidazol-2-yl)-1H-indazole-5-carboxamido)cyclopentyl)carbamate N1(CCCC1)C=1C=CC2=C(NC(=N2)C2=NNC3=CC=C(C=C23)C(=O)N[C@@H]2C[C@H](CC2)NC(OC(C)(C)C)=O)C1